COCC1=NN(C2=C(C=CC=C12)OCC1=CC(=NC=C1)N)C1=CC=CC=C1 4-(((3-(methoxymethyl)-1-phenyl-1H-indazol-7-yl)oxy)methyl)pyridin-2-amine